Cl.CC1=NN=C(C2=CC(=CC=C12)N1CC2CCC(C1)N2C)N[C@H](C)C2=C(C(=CC=C2)C(F)(F)F)C 4-methyl-N-((R)-1-(2-methyl-3-(trifluoromethyl)phenyl)ethyl)-7-(8-methyl-3,8-diazabicyclo[3.2.1]octan-3-yl)phthalazin-1-amine hydrochloride salt